C1(=CC=CC=C1)C#CCNC(O[C@H]1[C@H](NC[C@@H]1O)CC1=CC=C(C=C1)OC)=O (2R,3S,4S)-4-hydroxy-2-[(4-methoxyphenyl)methyl]pyrrolidin-3-yl N-(3-phenylprop-2-yn-1-yl)carbamate